SC[C@H](C)NC(OC(C)(C)C)=O (S)-tert-butyl (1-mercaptopropan-2-yl)carbamate